FC=1C=CC=C2C=CNC(C12)=O 8-fluoroisoquinolin-1(2H)-one